tert-butyl-3-(2-(3-chloro-5-(2-phenylpropoxy)picolinamido)ethyl)-2-oxo-1,3,8-triazaspiro[4.5]decane-8-carboxylate C(C)(C)(C)OC(=O)N1CCC2(CN(C(N2)=O)CCNC(C2=NC=C(C=C2Cl)OCC(C)C2=CC=CC=C2)=O)CC1